N-(4-cyano-2-fluoro-phenyl)-4-(2-fluorophenyl)-1H-pyrrole-3-sulfonamide C(#N)C1=CC(=C(C=C1)NS(=O)(=O)C1=CNC=C1C1=C(C=CC=C1)F)F